FC(C1=CC=C2CCCN(C2=C1)C=1C=C(C=CC1)NC(C=C)=O)(F)F N-[3-[7-(trifluoromethyl)-3,4-dihydro-2H-quinolin-1-yl]phenyl]prop-2-enamide